C(CCCCCCCCC)(=O)OC(CSCCCCCC)CCCCCC(CCCCCC(CSCCCCCC)O)=O 1,15-bis(hexylthio)-14-hydroxy-8-oxopentadec-2-yl decanoate